4-(2,4-difluorophenoxy)piperidin-1-yl-6-methoxypyridin-3-amine FC1=C(OC2CCN(CC2)C2=NC(=CC=C2N)OC)C=CC(=C1)F